FC1=C(C=C(C(=C1)C)C1=CC(=NC(=C1)OCCOC1OCCCC1)N1CCOCC1)NC(=O)N1CC(CCC1)C(F)(F)F 3-trifluoromethyl-piperidine-1-carboxylic acid (2-fluoro-4-methyl-5-{2-morpholin-4-yl-6-[2-(tetrahydro-pyran-2-yloxy)-ethoxy]-pyridin-4-yl}-phenyl)-amide